N-(3-(((1,3,4-oxadiazol-2-yl)methyl)carbamoyl)phenyl)-5-(4-chlorophenyl)-1-(2,4-dichlorophenyl)-4-methyl-1H-pyrazole-3-carboxamide O1C(=NN=C1)CNC(=O)C=1C=C(C=CC1)NC(=O)C1=NN(C(=C1C)C1=CC=C(C=C1)Cl)C1=C(C=C(C=C1)Cl)Cl